C(=O)(O)C=1OC2=CC=CC(=C2C(C1)=O)OCC(COC1=C2C(C=C(OC2=CC=C1)C(=O)O)=O)O 5-[3-(2-carboxy-4-oxochromen-5-yl)oxy-2-hydroxypropoxy]-4-oxochromene-2-carboxylic acid